FC(C1(CC1)N1C=NC(=C1C=1C=CC=2N(N1)C=CN2)C2=CC=C(C=C2)F)F 6-(1-(1-(difluoromethyl)cyclopropyl)-4-(4-fluorophenyl)-1H-imidazol-5-yl)imidazo[1,2-b]pyridazine